C(=C)C1=C2C(=NC(=C1)C(F)(F)F)C=NN2COCC[Si](C)(C)C 7-vinyl-5-(trifluoromethyl)-1-[[2-(trimethylsilyl)ethoxy]methyl]-1H-pyrazolo[4,3-b]pyridine